FC1=C(C(C(C1(F)F)(F)F)(F)F)C(C(F)(F)F)(C(F)(F)F)C(F)(F)F 1,3,3,4,4,5,5-heptafluoro-2-(perfluoro-tert-butyl)-1-cyclopentene